FC1=CC=2C=3C=CN=C(NCC(N4N=CC(S(NC(CC2C(=C1)C(C)C)=O)(=O)=O)=C4)(C)C)C3 4-fluoro-6-isopropyl-16,16-dimethyl-11,11-dioxo-11λ6-thia-10,14,15,18,20-pentazatetracyclo[17.3.1.112,15.02,7]tetracosa-1(23),2(7),3,5,12(24),13,19,21-octaen-9-one